(2-(4-(tert-butyl)cyclohex-1-en-1-yl)ethyl)-1,3-dioxolane C(C)(C)(C)C1CC=C(CC1)CCC1OCCO1